C1(CC1)COC1=C(C(=O)O)C(=CC=C1C)NC(=O)OCC 2-(cyclopropylmethoxy)-6-((ethoxycarbonyl)amino)-3-methylbenzoic acid